4-(7-((S)-3-aminopiperidine-1-yl)-3-(2-fluoro-4-((S)-3-methoxypyrrolidine-1-yl)phenyl)-3H-imidazo[4,5-b]pyridine-2-yl)-2-fluorobenzonitrile N[C@@H]1CN(CCC1)C1=C2C(=NC=C1)N(C(=N2)C2=CC(=C(C#N)C=C2)F)C2=C(C=C(C=C2)N2C[C@H](CC2)OC)F